ALPHA-KETOISOVALERAT O=C(C(=O)[O-])C(C)C